2-([CYCLOPROPYL(METHYL)AMINO]METHYL)-2-METHYLBUTANAL C1(CC1)N(C)CC(C=O)(CC)C